Esylat S(=O)(=O)([O-])CC